C[SiH2]CCCCCC methylsilylhexane